2-amino-N-[4-[[4-[[2-(6-methyl-2-pyridyl)pyrimidin-4-yl]amino]pyrimidin-2-yl]amino]phenyl]ethanesulfonamide NCCS(=O)(=O)NC1=CC=C(C=C1)NC1=NC=CC(=N1)NC1=NC(=NC=C1)C1=NC(=CC=C1)C